C12NCC(C1N1C=C(C=3C(=NC=4C(=C(C(=CC4C31)CCC#N)C3=CC(=CC1=CC=CC=C31)O)F)OC[C@H]3N(CCC3)C)CO)C2 3-(1-(2-azabicyclo[2.1.1]hex-5-yl)-6-fluoro-3-(hydroxymethyl)-7-(3-hydroxynaphthalen-1-yl)-4-(((S)-1-methylpyrrolidin-2-yl)methoxy)-1H-pyrrolo[3,2-c]quinolin-8-yl)propionitrile